ClC=1C=C(C(=O)NC(C)C2=NC(=NN2C2=NC=C(C(=O)N=S(=O)(C)CC(C)C)C=C2)C)C=C(C1)C(F)(F)F rac-6-(5-(1-(3-chloro-5-(trifluoromethyl)benzamido)ethyl)-3-methyl-1H-1,2,4-triazol-1-yl)-N-(isobutyl(methyl)(oxo)-λ6-sulfaneylidene)nicotinamide